5-tert-butyl-N-[[4-[6-[4-[4-[4-[(2,6-dioxo-3-piperidyl)amino]phenyl]piperazin-1-yl]butyl]pyrrolo[2,1-f][1,2,4]triazin-4-yl]-2-methyl-phenyl]methyl]-1,2,4-oxadiazole-3-carboxamide C(C)(C)(C)C1=NC(=NO1)C(=O)NCC1=C(C=C(C=C1)C1=NC=NN2C1=CC(=C2)CCCCN2CCN(CC2)C2=CC=C(C=C2)NC2C(NC(CC2)=O)=O)C